C1(CCCC1)N1[C@@H](C(N(C=2C=NC(=NC12)NC1=C(C=C(C=C1)N1N=NC(=C1)CN1CCN(CC1)C(C)C)OC)C)=O)CC (R)-8-cyclopentyl-7-ethyl-2-((4-(4-((4-isopropylpiperazin-1-yl)methyl)-1H-1,2,3-triazol-1-yl)-2-methoxyphenyl)amino)-5-methyl-7,8-dihydropteridin-6(5H)-one